N-((4,6-dimethoxypyrimidin-2-yl)carbamoyl)-6,7-dihydro-5H-pyrazolo[5,1-b][1,3]oxazine-3-sulfonamide COC1=NC(=NC(=C1)OC)NC(=O)NS(=O)(=O)C=1C=NN2C1OCCC2